N-[3-(2,3-dioxo-2,3,7,8,9,10-hexahydro-1H-benzo[f]quinoxalin-4-yl)phenyl]-2-thiophenesulfonamide O=C1C(N(C=2C=CC3=C(C2N1)CCCC3)C=3C=C(C=CC3)NS(=O)(=O)C=3SC=CC3)=O